(((4-(N-(5-chloroisoxazol-3-yl) sulfamoyl) phenyl) amino) (4-methoxyphenyl) methyl) malonate C(CC(=O)[O-])(=O)OC(C1=CC=C(C=C1)OC)NC1=CC=C(C=C1)S(NC1=NOC(=C1)Cl)(=O)=O